2-chloro-N-(2-cyanoethyl)-N-(2,3-dihydrobenzo[b][1,4]Dioxin-6-yl)acetamide ClCC(=O)N(C1=CC2=C(OCCO2)C=C1)CCC#N